CC1=CC=C(C=N1)CO (6-methyl-3-pyridyl)methanol